COC1=C(C=CC(=C1)[N+](=O)[O-])OCC1=CC=C(C=C1)C(F)(F)F 2-methoxy-4-nitro-1-(4-(trifluoromethyl)benzyloxy)benzene